ethyl (4-(allyl(3-(trifluoromethyl)benzyl)amino)-2-amino-3-fluorophenyl)carbamate C(C=C)N(C1=C(C(=C(C=C1)NC(OCC)=O)N)F)CC1=CC(=CC=C1)C(F)(F)F